C(C)N1C(=C(C2=CC=CC=C12)C1(OC(=O)C2=CC=CN=C12)C1=C(C=C(C=C1)N(CC)CC)C)C 3-(1-Ethyl-2-methylindol-3-yl)-3-(2-methyl-4-diethylaminophenyl)-4-azaphthalide